CC1CN(CCO1)C(=O)N 2-methylmorpholine-4-carboxamide